F[Sb-](F)(F)(F)(F)F.C(CCC)[N+]1=CC=CC=C1 1-Butylpyridinium hexafluoroantimonate